O1CCN(CC1)C1=NC=CC(=N1)NC1=CC(=NO1)C1=CC=C(C=C1)C(F)(F)F N-(2-Morpholinopyrimidin-4-yl)-3-(4-(trifluoromethyl)phenyl)isoxazol-5-amine